C(C)(C)(C)OC(=O)N1CC(C1)(C)[C@@](C=1C=NC=C(C1)C=1OC(=CN1)C)(C1=CC=C(C=C1)C(C)C)O 3-{(R)-Hydroxy-(4-isopropyl-phenyl)-[5-(5-methyl-oxazol-2-yl)-pyridin-3-yl]-methyl}-3-methyl-azetidine-1-carboxylic acid tert-butyl ester